trans-4-((4-([1,1'-biphenyl]-3-yl)-5-chloropyrimidin-2-yl)amino)cyclohexane-1-carboxamide C1(=CC(=CC=C1)C1=NC(=NC=C1Cl)N[C@@H]1CC[C@H](CC1)C(=O)N)C1=CC=CC=C1